tert-butyl N-[[3-[4-[2-chloro-4-[[5-[6-(dimethylamino)-2,5-difluoro-3-pyridyl]-1-methyl-imidazole-2-carbonyl]amino]benzoyl]piperazine-1-carbonyl]cyclobutyl] methyl]carbamate ClC1=C(C(=O)N2CCN(CC2)C(=O)C2CC(C2)CNC(OC(C)(C)C)=O)C=CC(=C1)NC(=O)C=1N(C(=CN1)C=1C(=NC(=C(C1)F)N(C)C)F)C